palladium (2-dicyclohexylphosphino-2,4,6-triisopropyl-1,1-biphenyl) C1(CCCCC1)P(C1(C(=C(C=C(C1)C(C)C)C(C)C)C1=CC=CC=C1)C(C)C)C1CCCCC1.[Pd]